6-cyclopropoxy-2-(2-hydroxyspiro[3.5]nonan-7-yl)-N-(pyrazolo[1,5-a]pyrimidin-3-yl)-2H-indazole-5-carboxamide C1(CC1)OC=1C(=CC2=CN(N=C2C1)C1CCC2(CC(C2)O)CC1)C(=O)NC=1C=NN2C1N=CC=C2